tert-butyl (3R)-3-[(4,6-difluoro-1,3-benzothiazol-2-yl) carbamoyl]piperidine-1-carboxylate FC1=CC(=CC2=C1N=C(S2)NC(=O)[C@H]2CN(CCC2)C(=O)OC(C)(C)C)F